C(C=C)(=O)NC([C@@H](N)CCC(N)=O)=O N-acryloyl-glutamine amide